ClC1=C2CN(C(NC2=CC(=C1)CN1CCN(CC1)C=1C=CC(=NC1C)C(=O)NC)=O)CC 5-(4-((5-chloro-3-ethyl-2-oxo-1,2,3,4-tetrahydroquinazolin-7-yl)methyl)piperazin-1-yl)-N,6-dimethylpyridineamide